O1CCC(=CC1)C1=NN2C(N(C(=CC2=O)CC)CC(=O)NC2=C(C(=C(C=C2)C(F)(F)F)F)C)=N1 2-(2-(3,6-dihydro-2H-pyran-4-yl)-5-ethyl-7-oxo-[1,2,4]triazolo[1,5-a]pyrimidin-4(7H)-yl)-N-(3-fluoro-2-methyl-4-(trifluoromethyl)phenyl)acetamide